Chloropropionic acid C[C@@H](C(=O)O)Cl